CC(COC(CCCCCCCCCCCCC)=O)C tetradecanoic acid-2-methylpropyl ester